2-[4-[2-fluoro-4-[[(3R)-2,6-dioxo-3-piperidyl]amino]phenyl]-1-piperidyl]acetic acid FC1=C(C=CC(=C1)N[C@H]1C(NC(CC1)=O)=O)C1CCN(CC1)CC(=O)O